zirconium phenoxyamine O(C1=CC=CC=C1)N.[Zr]